C(C1=CC=CC=C1)NC(C(C(C)C([C@H]1N(C[C@@H](C1)O)C(CCN)=O)=O)(N)N)=O beta-alanyl-hydroxyprolyl-diaminobutyric acid benzylamide